ClC1=C2C=C(N(C2=CC=C1Cl)C)C(=O)N[C@@]1(COCC1)C1=CC=C(C=C1)CC(=O)OCC |r| 1-(±)-Ethyl 2-[4-[3-[(4,5-dichloro-1-methyl-indole-2-carbonyl)amino]tetrahydrofuran-3-yl]phenyl]acetate